O=C1NC(CSC1)=O 3,5-dioxothiomorpholine